3-hydroxybenzenepropanoic acid OC=1C=C(C=CC1)CCC(=O)O